BrC=1C(=C(C=2N(C1)C=C(N2)C2CCOCC2)F)O 6-bromo-8-fluoro-2-(tetrahydro-2H-pyran-4-yl)imidazo[1,2-a]pyridin-7-ol